C(C)C1=CC=C(C=C1)C#CBr para-ethyl-phenylethynyl bromide